CS(=O)(=O)NC=1SC=CN1 2-methylsulfonylamino-thiazole